9-(3-pyridylmethyl)-9-deazaguanine N1=CC(=CC=C1)CC=1C=2N=C(NC(C2NC1)=O)N